1-trans-cyclooctenyl-1-oxo-5,8,11,14-tetraoxa-2-azaheptadecane C1(=CCCCCCC1)C(NCCOCCOCCOCCOCCC)=O